2-(5-chloropyrimidin-2-yl)-6-(3-methoxy-2-methylphenyl)phthalazin-1(2H)-one ClC=1C=NC(=NC1)N1C(C2=CC=C(C=C2C=N1)C1=C(C(=CC=C1)OC)C)=O